CC1(NCC1)C(=O)[O-] 2-methyl-azetidine-2-carboxylate